C1(=CC=CC=C1)S(=O)(=O)N1C=C(C2=CC=C(C=C12)C(F)F)S(=O)(=O)NC=1C(=NC(=C(C1)F)OC(F)F)OC 1-(benzenesulfonyl)-N-[6-(difluoromethoxy)-5-fluoro-2-methoxy-3-pyridyl]-6-(difluoromethyl)indole-3-sulfonamide